1,1-bis(2-(dimethylamino)ethyl)-4-(5-(2-(2,6-dimethylpyridin-4-yl)-3-methyl-1H-indol-6-yl)pyridin-2-yl)piperazin-1-ium CN(CC[N+]1(CCN(CC1)C1=NC=C(C=C1)C1=CC=C2C(=C(NC2=C1)C1=CC(=NC(=C1)C)C)C)CCN(C)C)C